ClC=1C=C(C=C(C1OCC(CCl)O)Cl)C(C)(C)C1=CC=C(OCC(CO)O)C=C1 3-(4-(2-(3,5-dichloro-4-(3-chloro-2-hydroxypropoxy)phenyl)propan-2-yl)phenoxy)propane-1,2-diol